2-nitro-4-[(trifluoromethyl)thio]phenol [N+](=O)([O-])C1=C(C=CC(=C1)SC(F)(F)F)O